Diethyl ((7-cyanoimidazo[1,2-a]pyridin-2-yl)methyl)phosphonate C(#N)C1=CC=2N(C=C1)C=C(N2)CP(OCC)(OCC)=O